Cl.Cl.CC1=CC=C(N=N1)CN (6-methylpyridazin-3-yl)methanamine dihydrochloride